6-[3-[2,6-Dichloro-4-(4-morpholin-4-ylpiperidin-1-yl)benzoyl]-2,4-dihydro-1,3-benzoxazin-8-yl]-2-piperidin-1-ylpyridine-3-carboxylic acid ClC1=C(C(=O)N2COC3=C(C2)C=CC=C3C3=CC=C(C(=N3)N3CCCCC3)C(=O)O)C(=CC(=C1)N1CCC(CC1)N1CCOCC1)Cl